1,5-anhydro-2,3-dideoxy-3-(7,8-dimethyl-6-((6-(1-methyl-1H-pyrazol-4-yl)pyridin-3-yl)methyl)-4-oxoquinazolin-3(4H)-yl)-L-threo-pentitol CC1=C(C=C2C(N(C=NC2=C1C)[C@H]1CCOC[C@@H]1O)=O)CC=1C=NC(=CC1)C=1C=NN(C1)C